3-[1-(4-fluoro-3-methyl-phenyl)-5-hydroxy-2-(trifluoromethyl)indol-3-yl]-1-methyl-cyclobutanecarboxylic acid FC1=C(C=C(C=C1)N1C(=C(C2=CC(=CC=C12)O)C1CC(C1)(C(=O)O)C)C(F)(F)F)C